C(C)(C)N(P(O[C@H]1[C@@H](O[C@@H]([C@H]1F)COC(C1=CC=CC=C1)(C1=CC=C(C=C1)OC)C1=CC=C(C=C1)OC)N1C(NC(C=C1)=O)=O)OCCC#N)C(C)C (2r,3s,4r,5r)-5-((bis(4-methoxyphenyl) (phenyl) methoxy) methyl)-2-(2,4-dioxo-3,4-dihydropyrimidin-1(2H)-yl)-4-fluorotetrahydrofuran-3-yl (2-cyanoethyl) diisopropylphosphoramidite